tiglyl-CoA C(\C(\C)=C\C)(=O)SCCNC(CCNC([C@@H](C(COP(OP(OC[C@@H]1[C@H]([C@H]([C@@H](O1)N1C=NC=2C(N)=NC=NC12)O)OP(=O)(O)O)(=O)O)(=O)O)(C)C)O)=O)=O